(6-(2-Fluorophenyl-amino)-4-aminopyridin-2-yl)(isoindolin-2-yl)methanone Diethyl-3,10-dimethyldodecanedioate C(C)OC(CC(CCCCCCC(CC(=O)OCC)C)C)=O.FC1=C(C=CC=C1)NC1=CC(=CC(=N1)C(=O)N1CC2=CC=CC=C2C1)N